1-methyl-1H-indol-6-al CN1C=CC2=CC=C(C=C12)C=O